NC1=CC=C(C=N1)N1C=C(C(C2=CC(=C(C=C12)N1N=C(C=C1)N(C)CCOC)Cl)=O)C(=O)O 1-(6-aminopyridin-3-yl)-6-chloro-7-(3-((2-methoxyeth-yl)(methyl)amino)-1H-pyrazol-1-yl)-4-oxo-1,4-dihydro-quinoline-3-carboxylic acid